C(C)(C)(C)OC(=O)NNC1=CC=C(C(=O)O)C=C1 4-(2-(tert-butoxycarbonyl)hydrazinyl)benzoic acid